3-[[4-[2-[(6-cyclopropylfuro[2,3-b]pyrazin-2-yl)methylamino]-2-(1-isopropylcyclopropyl)ethoxy]-6-(2,6-dimethylphenyl)pyrimidin-2-yl]sulfamoyl]benzoic acid C1(CC1)C1=CC=2C(=NC=C(N2)CNC(COC2=NC(=NC(=C2)C2=C(C=CC=C2C)C)NS(=O)(=O)C=2C=C(C(=O)O)C=CC2)C2(CC2)C(C)C)O1